COC(C[C@H]1O[C@H](CCC1)C=1C(=NC(=CC1)C=1N=NN(C1COC1=NC=CC(=N1)C1CCC1)C)CC)=O |o1:4,6| 2-(rel-(2s,6r)-6-(6-(5-(((4-cyclobutylpyrimidin-2-yl)oxy)methyl)-1-methyl-1H-1,2,3-triazol-4-yl)-2-ethylpyridin-3-yl)tetrahydro-2H-pyran-2-yl)acetic acid methyl ester